C(CCC)C1CC=CC=CC1 6-n-butyl-cycloheptadiene